ClC1=C(C=NC=C1C=1C=C2CCC(N(C2=CC1)C)=O)CN(C(=O)C1=NC=CC=C1Cl)C 3-Chloro-pyridine-2-carboxylic acid [4-chloro-5-(1-methyl-2-oxo-1,2,3,4-tetrahydroquinolin-6-yl)-pyridin-3-ylmethyl]-methyl-amide